C(C(=O)OCCCC)(=O)OCCCC din-butyl oxalate